C(CC)(=O)OC=1C=C2C(=CNC2=CC1)CCN1CCCC1 3-(2-(pyrrolidin-1-yl) ethyl)-1H-indol-5-yl propionate